F[B-](F)(F)F.C(CCC)N1C=[N+](C=C1)C=C 1-butyl-3-vinylimidazolium tetrafluoroborate